FC(C(=O)O)(F)F.FC(C(=O)O)(F)F.C(C)C1CNC2=C(OC1)C(=NC(=N2)N)N2C[C@@H](CC2)NC 7-Ethyl-4-((R)-3-(methylamino)pyrrolidin-1-yl)-6,7,8,9-tetrahydropyrimido[5,4-b][1,4]oxazepin-2-amine ditrifluoroacetic acid salt